tert-Butyl 3-iodo-2-methoxy-benzoate IC=1C(=C(C(=O)OC(C)(C)C)C=CC1)OC